O1C(=CC=C1)C1=CC=C(C=C1)CNC(=O)C1N(C(CN(C1)CC#CCC)C)C(C(C)C)=O N-{[4-(furan-2-yl)phenyl]methyl}-6-methyl-1-(2-methylpropanoyl)-4-(pent-2-yn-1-yl)piperazine-2-carboxamide